[2-(2-{2-[2-(3-{[(9H-fluoren-9-ylmethoxy)carbonyl]amino}-N-methylpropanamido)-N-methylacetamido]-N-methylacetamido}-N-methylacetamido)-N-methylacetamido]acetic acid C1=CC=CC=2C3=CC=CC=C3C(C12)COC(=O)NCCC(=O)N(C)CC(=O)N(C)CC(=O)N(C)CC(=O)N(C)CC(=O)N(C)CC(=O)O